1,3-diethynyl-1,1,3,3-tetramethyldisilazane C(#C)[Si](N[Si](C)(C)C#C)(C)C